N-(2-(difluoromethoxy)-6-methylpyridin-3-yl)-1-(2-isopropylphenyl)-3-(N-methylacetamido)cyclobutane-1-carboxamide FC(OC1=NC(=CC=C1NC(=O)C1(CC(C1)N(C(C)=O)C)C1=C(C=CC=C1)C(C)C)C)F